tert-Butyl (3S,4R)-3-(isopropylamino)-4-methylpyrrolidine-1-carboxylate C(C)(C)N[C@@H]1CN(C[C@H]1C)C(=O)OC(C)(C)C